5-(2-methyl-6-(1-methyl-5-(((tetrahydro-2H-pyran-2-yl)oxy)methyl)-1H-1,2,3-triazol-4-yl)pyridin-3-yl)-2H-pyran-3(6H)-one CC1=NC(=CC=C1C1=CC(COC1)=O)C=1N=NN(C1COC1OCCCC1)C